BrC1=C2CC(C(C2=CC(=C1Cl)F)O)(C(=O)OCC)C1=CC=CC=C1 Ethyl 4-bromo-5-chloro-6-fluoro-1-hydroxy-2-phenyl-indane-2-carboxylate